tert-butyl ((2S,3aS)-8-(2,6-dioxopiperidin-3-yl)-7,9-dioxo-2,3,3a,4,8,9-hexahydro-1H,7H-pyrrolo[1',2':4,5][1,4]oxazino[2,3-f]isoindol-2-yl)carbamate O=C1NC(CCC1N1C(C2=CC3=C(C=C2C1=O)OC[C@H]1N3C[C@H](C1)NC(OC(C)(C)C)=O)=O)=O